OCC1CCC(CC1)C=1N=C2N(C=C(C(=C2)OC)NC(C2=NC(=CC=C2)C(F)(F)F)=O)C1 N-(2-((1R,4R)-4-(hydroxymethyl)cyclohexyl)-7-methoxyimidazo[1,2-a]pyridine-6-yl)-6-(trifluoromethyl)picolinamide